BrC1=CC=C(C=C1)S(=O)(=O)N1C(CN(CC1)C(C(F)(F)F)=O)CCC 1-(4-((4-bromophenyl)sulfonyl)-3-propylpiperazin-1-yl)-2,2,2-trifluoroethan-1-one